CC1(CN(C1)C1=NC(=CC2=C1N=C(N=C2)NC2=C(C=C(C=C2)C2=NN=CN2CC)OCC)C)C 8-(3,3-dimethylazetidin-1-yl)-N-(2-ethoxy-4-(4-ethyl-4H-1,2,4-triazol-3-yl)phenyl)-6-methylpyrido[3,4-d]pyrimidin-2-amine